FC=1C(=C2C(=NC(=NN2C1)N[C@@H]1[C@H](CN(CC1)C1COC1)F)OC([2H])([2H])[2H])C=1C=CC2=C(N(N=N2)CC(F)(F)F)C1 6-fluoro-N-((3S,4S)-3-fluoro-1-(oxetan-3-yl)piperidin-4-yl)-4-(methoxy-d3)-5-(1-(2,2,2-trifluoroethyl)-1H-benzo[d][1,2,3]triazol-6-yl)pyrrolo[2,1-f][1,2,4]triazin-2-amine